13-[di(tert-butyl)(fluoro)silyl]-4-oxa-1,7,10,14-tetraazabicyclo[9.2.1]tetradeca-11(14),12-dien-8-one C(C)(C)(C)[Si](C1=CC=2NCC(NCCOCCN1N2)=O)(F)C(C)(C)C